SCCSCC(CS)SCCS 1,2-bis(2'-mercaptoethylthio)-3-mercaptopropane